FC1(CC(CC1)CN1N=C(C(=C1)C)OC(F)F)F 1-((3,3-difluorocyclopentyl)methyl)-3-(difluoromethoxy)-4-methyl-1H-pyrazole